(R)-1-Methyl-N-((S)-5-methyl-4-oxo-2,3,4,5-tetrahydrobenzo[b][1,4]oxazepin-3-yl)-1-(2,2,2-trifluoroethyl)-1,3-dihydrofuro[3,4-c]pyridin-6-carboxamid C[C@@]1(OCC=2C=NC(=CC21)C(=O)N[C@@H]2C(N(C1=C(OC2)C=CC=C1)C)=O)CC(F)(F)F